BrC1=NN(C(=N1)OC1=C(C(=CC=C1)C(F)(F)F)F)C(C)C 3-bromo-5-[2-fluoro-3-(trifluoromethyl)phenoxy]-1-(prop-2-yl)-1,2,4-triazole